(2E)-cycloheptyl 2-butenoate C(\C=C\C)(=O)OC1CCCCCC1